N-methyl-d3-1H-indole-2-carboxamide C(NC(=O)C=1NC2=CC=CC=C2C1)([2H])([2H])[2H]